COC(C)(C)C1CCN(CC1)C1=CC(=C(C=C1)NC=1C=CC2=C(OCC(N2)=O)C1)C 7-((4-(4-(2-methoxypropan-2-yl)piperidin-1-yl)-2-methylphenyl)amino)-2H-benzo[b][1,4]oxazin-3(4H)-one